4-guanidinocytidine-5'-triphosphate P(O)(=O)(OP(=O)(O)OP(=O)(O)O)OC[C@@H]1[C@H]([C@H]([C@@H](O1)N1C(=O)NC(N)(C=C1)NC(=N)N)O)O